C[C@]12CC3(CC(C[C@@](C1)(C3)C)C2)NC(NC2=CC=C(C(=O)N3CC(CCC3)C(=O)N)C=C2)=O 1-(4-{3-[(1r,3R,5S,7r)-3,5-dimethyladamantane-1-yl]ureido}benzoyl)piperidine-3-carboxamide